C(CCCCCCCCCCCCCCCCC)(=O)OC[C@@H](OC(CCCCCCCCCCCCCCCCC)=O)COP(=O)([O-])OCC[N+](C)(C)C 1,2-distearoyl-sn-glycero-3-phospho-choline